(S)-7-(3-bromo-2-(bromomethyl)-6-fluoro-4-carbonylquinolin-1(4H)-yl)-5-azaspiro[2.4]heptane-5-carboxylic acid benzyl ester C(C1=CC=CC=C1)OC(=O)N1CC2(CC2)[C@@H](C1)N1C(=C(C(C2=CC(=CC=C12)F)=C=O)Br)CBr